C(C)(C)(C)OC(=O)N(C(OC(C)(C)C)=O)C=1C2=C(N=CN1)N(C=C2C2=CC=C(C1=NON=C12)NC(=O)OC1=CC=CC=C1)C1CC1 tert-butyl (tert-butoxycarbonyl)(7-cyclopropyl-5-(7-((phenoxycarbonyl)amino)benzo[c][1,2,5]oxadiazol-4-yl)-7H-pyrrolo[2,3-d]pyrimidin-4-yl)carbamate